mercaptopropyltrimethyl-(ethyl)oxysilane SCCCC[Si](OCC)(C)C